3,9-diethylidene-2,4,8-trioxaspiro[5.5]undecane C(C)=C1OCC2(CO1)COC(CC2)=CC